C12[C@@H](CC(CC1)C2)N2C(C=CC1=C2N=C(N=C1)NC1=CC=C(C=C1)N1CCC(CC1)CCC(C)O)=O 8-((2R)-bicyclo[2.2.1]heptan-2-yl)-2-((4-(4-(3-hydroxybutyl)piperidin-1-yl)phenyl)amino)pyrido[2,3-d]pyrimidin-7(8H)-one